BrC=1C=C(C=C(C1)Br)C(C)NC(=O)C=1C=C(CNC(OC(C)(C)C)=O)C=CC1C tert-butyl (3-((1-(3,5-dibromophenyl)ethyl)carbamoyl)-4-methylbenzyl)carbamate